FC1C(C12CCCCC2)(C(=O)N)F difluorospiro[2.5]octane-1-carboxamide